BrCC(=O)C1=C(C=C2CCN(CC2=C1)C(=O)OC(C)(C)C)F tert-butyl 7-(2-bromoacetyl)-6-fluoro-3,4-dihydroisoquinoline-2(1H)-carboxylate